(S)-1-(3-(4-amino-3-((2-cyclopropyl-6-fluorobenzo[d]thiazol-5-yl)ethynyl)-1H-pyrazolo[3,4-d]pyrimidin-1-yl)pyrrolidin-1-yl)prop-2-en-1-one NC1=C2C(=NC=N1)N(N=C2C#CC=2C(=CC1=C(N=C(S1)C1CC1)C2)F)[C@@H]2CN(CC2)C(C=C)=O